(S)-[6-(3-Chloro-1H-pyrazol-4-yl)-1-[2-(dimethylamino)ethyl]indol-3-yl]-(6-fluorochroman-3-yl)methanone ClC1=NNC=C1C1=CC=C2C(=CN(C2=C1)CCN(C)C)C(=O)[C@@H]1COC2=CC=C(C=C2C1)F